ClC=1C=NC(=NC1)N[C@@]1(CN(CC1)C(=O)C1=CC=C(C=C1)NC(C=C)=O)C (S)-N-(4-(3-((5-chloropyrimidin-2-yl)amino)-3-methylpyrrolidine-1-carbonyl)phenyl)acrylamide